ClC=1C=NC(=C(C(=O)NC2CCC(CC2)CN2C(C(C3=CC=CC=C23)(O)C2=C(C=C(C=C2)OC)F)=O)C1)C(F)F 5-chloro-2-(difluoromethyl)-N-((1r,4r)-4-((3-(2-fluoro-4-methoxyphenyl)-3-hydroxy-2-oxoindolin-1-yl)methyl)cyclohexyl)nicotinamide